CC1(CC1)N1C=C2C=NN=CC2=CC1=O 6-(1-methylcyclopropyl)pyrido[3,4-d]pyridazin-7(6H)-one